2-((3-Fluoropyridin-2-yl)methyl)-8-(imidazo[1,2-a]pyridin-6-yl)-7-(oxazol-2-yl)-[1,2,4]triazolo[1,5-c]pyrimidin-5-amine FC=1C(=NC=CC1)CC1=NN2C(=NC(=C(C2=N1)C=1C=CC=2N(C1)C=CN2)C=2OC=CN2)N